ClC1=NC(=CC(=N1)C1=CC=CC=C1)C1=CC=C(C=C1)C1=CC=CC=C1 2-chloro-4-phenyl-6-(biphenyl-4-yl)pyrimidine